7-chloro-5-fluoro-4-(((1r,3r)-3-methoxy-cyclobutyl)amino)-1-(o-tolyl)quinazolin-2(1H)-one ClC1=CC(=C2C(=NC(N(C2=C1)C1=C(C=CC=C1)C)=O)NC1CC(C1)OC)F